O1C(CCCCCCCCCC=CCCC1)=O 1-OXA-12-CYCLOHEXADECEN-2-ONE